Tert-butyl (2E)-3-[1-(2,6-dioxopiperidin-3-yl)-3-methyl-2-oxo-2,3-dihydro-1H-1,3-benzodiazol-5-yl]prop-2-enoate O=C1NC(CCC1N1C(N(C2=C1C=CC(=C2)/C=C/C(=O)OC(C)(C)C)C)=O)=O